2-(2,6-dioxo-3-piperidyl)-1-oxo-isoindoline-5-carboxylic acid O=C1NC(CCC1N1C(C2=CC=C(C=C2C1)C(=O)O)=O)=O